tert-butyl (S)-2-((((9H-fluoren-9-yl)methoxy)carbonyl)(methyl)amino)-3-(pyrimidin-5-yl)propanoate C1=CC=CC=2C3=CC=CC=C3C(C12)COC(=O)N([C@H](C(=O)OC(C)(C)C)CC=1C=NC=NC1)C